5-methoxy-6-(((2-methoxypyridin-4-yl)amino)methyl)pyridazine COC=1C=CN=NC1CNC1=CC(=NC=C1)OC